trans-N-{4-[2-[4-(2,3-dichlorophenyl)piperazine-1-yl]ethyl]cyclohexyl}-N',N'-dimethylurea ClC1=C(C=CC=C1Cl)N1CCN(CC1)CC[C@@H]1CC[C@H](CC1)NC(=O)N(C)C